methoxy-1H-pyrrolo[3,2-c]pyridine-2-carboxylic acid CON1C(=CC=2C=NC=CC21)C(=O)O